C(C)C(CC1=C(C=C(S1)C1=C2C(SC(=C2)[Sn](C)(C)C)=C(C2=C1SC(=C2)[Sn](C)(C)C)C=2SC(=C(C2)F)CC(CCCC)CC)F)CCCC (4,8-bis(5-(2-ethylhexyl)-4-fluorothiophen-2-yl)benzo[1,2-b:4,5-b']dithiophene-2,6-diyl)bis(trimethylstannane)